C(C)(=O)O[C@H]1[C@@H](O[C@@H]([C@H]([C@@H]1OC(C)=O)OC(C)=O)C(=O)OC)OC1=C(C=C(C=C1)CO)CNC(=O)OCC1C2=CC=CC=C2C=2C=CC=CC12 (2S,3R,4S,5S,6S)-2-(2-(((((9H-fluoren-9-yl)methoxy)carbonyl)amino)methyl)-4-(hydroxymethyl)phenoxy)-6-(methoxycarbonyl)tetrahydro-2H-pyran-3,4,5-triyl triacetate